COC=O.ClC1=C(N(C2=CC=CC=C12)CC1=CC(=CC=C1)C(F)(F)F)C(=O)NC(C)C1=CC=CC=C1 4-(1-(3-chloro-1-(3-(trifluoromethyl)benzyl)-1H-indole-2-carboxamido)ethyl)benzene Methyl-formate